C(C)C=1NC(=C(N1)C1=CC=CC=C1)C1=CC=CC=C1 2-ethyl-4,5-diphenyl-1H-imidazole